ClC1=CC=C(C=C1)C12CC3(CC(CC(C1)C3)C2)C(C)=O 1-[3-(4-Chloro-phenyl)-adamantan-1-yl]-ethanone